CC1=C(C=CC(=C1)C=1C=NC(=CC1)NC1CCN(CC1)C1CCNCC1)N1N=CC(=C1)C(=O)NCC1=NC(=NN1)C(C(F)(F)F)(C)C 1-[2-methyl-4-[6-[[1-(4-piperidyl)-4-piperidyl]amino]-3-pyridyl]phenyl]-N-[[3-(2,2,2-trifluoro-1,1-dimethyl-ethyl)-1H-1,2,4-triazol-5-yl]methyl]pyrazole-4-carboxamide